(S)-1-(2-(2-fluorobenzoyl)hydrazinecarbonyl)-N-(pyridin-3-yl)pyrrolidine-2-carboxamide tert-butyl-N-[3-[3-(4-chlorophenyl)-1,2,4-oxadiazol-5-yl]-1-bicyclo[1.1.1]pentanyl]carbamate C(C)(C)(C)OC(NC12CC(C1)(C2)C2=NC(=NO2)C2=CC=C(C=C2)Cl)=O.FC2=C(C(=O)NNC(=O)N1[C@@H](CCC1)C(=O)NC=1C=NC=CC1)C=CC=C2